FC1(CN(CC1)C(=O)C1CN(CC1)C(=O)C=1C=C(C=O)C=CC1F)F 3-(3-(3,3-difluoropyrrolidine-1-carbonyl)pyrrolidine-1-carbonyl)-4-fluorobenzaldehyde